CNCCN1CCCCC1 2-methylaminoethylpiperidine